NC=1C(=C(C(=O)OCC)C=CC1OCC(F)(F)F)Cl ethyl 3-amino-2-chloro-4-(2,2,2-trifluoroethoxy)benzoate